5-butyl-2-(4-(tert-butyl)phenethyl)-6-pentyl-1,3-dioxan-4-ol C(CCC)C1C(OC(OC1CCCCC)CCC1=CC=C(C=C1)C(C)(C)C)O